(3-cyclopropylsulfanylphenyl)methanol C1(CC1)SC=1C=C(C=CC1)CO